C1(=CC=CC=C1)[C@H]1[C@@H](CN(C1)C1CCOCC1)C(=O)OCC |r| Ethyl (±)-trans-4-phenyl-1-(tetrahydro-2H-pyran-4-yl)pyrrolidine-3-carboxylate